[NH4+].[Au+3] gold ammonium salt